8-morpholinoquinoline-5-carboxylic acid ethyl ester C(C)OC(=O)C=1C=2C=CC=NC2C(=CC1)N1CCOCC1